CC1=NC2=C(C=CC=C2C=C1)O.CC1=NC2=C(C=CC=C2C=C1)O.CC1=NC2=C(C=CC=C2C=C1)O.[Al] aluminum tris(2-methyl-8-quinolinol)